FC=1C=C(CC2=NC3=C(N2C[C@H]2OCC2)C=CC=C3)C=CC1C1=NC(=CC=C1)OCC1=CC=NC=C1 (S)-2-(3-Fluoro-4-(6-(pyridin-4-ylmethoxy)pyridin-2-yl)benzyl)-1-(oxetan-2-ylmethyl)-1H-benzo[d]imidazol